C(CCCCCCCCCCCCCCC)N1C2=C(N=C3C(NC(N=C13)=O)=O)C=C(C(=C2)C)C 10-Hexadecyl-7,8-dimethyl-10H-benzo[g]pteridine-2,4-dione